diimidazole bromine salt [Br].N1C=NC=C1.N1C=NC=C1